methyl 2-(6-cyanopyridin-3-yl)-5-(((2,2-difluoroethyl)amino)((4-fluorophenyl)amino)methylene)-4,6-dioxotetrahydropyridazine-1(2H)-carboxylate C(#N)C1=CC=C(C=N1)N1N(C(C(C(C1)=O)=C(NC1=CC=C(C=C1)F)NCC(F)F)=O)C(=O)OC